dioctyl phthalate (dimethyl phthalate) CC=1C(=C(C(C(=O)O)=CC1)C(=O)O)C.C(C=1C(C(=O)OCCCCCCCC)=CC=CC1)(=O)OCCCCCCCC